OC1=C(C(=CC(=C1)C)C)C1=CC=C2C=CC(=NC2=N1)C1CN(CCC1)CCCC(=O)O 4-[3-[7-(2-hydroxy-4,6-dimethyl-phenyl)-1,8-naphthyridin-2-yl]-1-piperidyl]butanoic acid